N1(C=NC=C1)C1=CC=C(C=C1)C(C)=O 1-(4-(1H-imidazol-1-yl)phenyl)ethan-1-one